2-{[4-(isoquinolin-7-yl)-1-oxo-2,3-dihydro-1H-isoindol-2-yl]methyl}prop-2-enenitrile C1=NC=CC2=CC=C(C=C12)C1=C2CN(C(C2=CC=C1)=O)CC(C#N)=C